(S)-2-((tert-butoxycarbonyl)amino)-2-(4-(difluoromethylene)cyclohexyl)acetic acid C(C)(C)(C)OC(=O)N[C@H](C(=O)O)C1CCC(CC1)=C(F)F